2-oxo-4-((S)-2-oxopyrrolidin-3-yl)butyl 1-cyclohexylpiperidine-4-carboxylate C1(CCCCC1)N1CCC(CC1)C(=O)OCC(CC[C@@H]1C(NCC1)=O)=O